tert-butyl (S)-2-(4-(4-(2-(2-((5-(1-methyl-1H-pyrazol-4-yl)-1H-[1,2,3]triazolo[4,5-b]pyrazin-1-yl)methyl)morpholino)pyrimidin-5-yl)benzyl)piperazin-1-yl)acetate CN1N=CC(=C1)C=1N=C2C(=NC1)N(N=N2)C[C@H]2OCCN(C2)C2=NC=C(C=N2)C2=CC=C(CN1CCN(CC1)CC(=O)OC(C)(C)C)C=C2